isochromene-1-carboxylate C1(OC=CC2=CC=CC=C12)C(=O)[O-]